[Ru+2].CC1=C(C=CC=C1)C(C)C (Methylisopropylbenzene) ruthenium (II)